F[P-](F)(F)(F)(F)F.CN(C=[N+](C)C)C N,N,N',N'-tetramethylformamidinium hexafluorophosphate